CC=1N=NC=C(C1[C@@H](C)OC=1C=C2C(=NNC2=CC1)C=1C=C(C#N)C=C(C1)OCCOC)C 3-[5-[(1R)-1-(3,5-dimethylpyridazin-4-yl)ethoxy]-1H-indazol-3-yl]-5-(2-methoxyethoxy)-benzonitrile